C(CC)[C@@H]1CC[C@H](CC1)[C@@H]1CC[C@H](CC1)C(=O)O Trans-4-(trans-4-propylcyclohexyl)cyclohexanecarboxylic acid